3-(6-methoxy-1-oxo-5-(4,4,5,5-tetramethyl-1,3,2-dioxaborolan-2-yl)isoindolin-2-yl)piperidine-2,6-dione COC1=C(C=C2CN(C(C2=C1)=O)C1C(NC(CC1)=O)=O)B1OC(C(O1)(C)C)(C)C